trans-N-[3-(tert-butylsulfamoyl)-4-[2-[4-(oxetan-3-yloxycarbonylamino)cyclohexyl]thiazol-5-yl]phenyl]carbamic acid oxetan-3-yl ester O1CC(C1)OC(NC1=CC(=C(C=C1)C1=CN=C(S1)[C@@H]1CC[C@H](CC1)NC(=O)OC1COC1)S(NC(C)(C)C)(=O)=O)=O